N-(2-methyl-5-(4-(4-((5-propyl-1,3,4-thiadiazol-2-yl)oxy)phenyl)piperidine-1-carbonyl)phenyl)-1-phenylmethanesulfonamide CC1=C(C=C(C=C1)C(=O)N1CCC(CC1)C1=CC=C(C=C1)OC=1SC(=NN1)CCC)NS(=O)(=O)CC1=CC=CC=C1